NC1=C2C(=NC=N1)N(N=C2C#CC=2C(=CC1=C(N=C(O1)N1CCC1)C2F)F)C2CN(C2)C(\C=C\CN(C)C)=O (E)-1-(3-(4-Amino-3-((2-(azetidin-1-yl)-4,6-difluorobenzo[d]oxazole-5-yl)ethynyl)-1H-pyrazolo[3,4-d]pyrimidin-1-yl)azetidin-1-yl)-4-(dimethylamino)but-2-en-1-one